tert-butyl (2S,4S)-4-bromo-2-(hydroxymethyl)pyrrolidine-1-carboxylate Br[C@H]1C[C@H](N(C1)C(=O)OC(C)(C)C)CO